N-(((2S,4S)-4-amino-1-benzylpyrrolidin-2-yl)methyl)-6-(4-fluorophenyl)-1H-indole-2-carboxamide N[C@H]1C[C@H](N(C1)CC1=CC=CC=C1)CNC(=O)C=1NC2=CC(=CC=C2C1)C1=CC=C(C=C1)F